2-(4-chlorophenyl)vinylboronic acid ClC1=CC=C(C=C1)C=CB(O)O